[Si](C)(C)(C(C)(C)C)OCCCC1=C(C(=O)O)C=CC=C1 2-[3-[tert-Butyl(dimethyl)silyl]oxypropyl]benzoic acid